2-((3-Chloro-4-(2-chloro-3'-methoxy-4'-((7-oxo-2,6-diazaspiro[3.4]octan-2-yl)methyl)-[1,1'-biphenyl]-3-yl)-5'-methoxy-[2,3'-bipyridin]-6'-yl)methyl)-2,6-diazaspiro[3.4]octan-7-one ClC=1C(=NC=CC1C=1C(=C(C=CC1)C1=CC(=C(C=C1)CN1CC2(C1)CNC(C2)=O)OC)Cl)C=2C=NC(=C(C2)OC)CN2CC1(C2)CNC(C1)=O